methyl (S)-2-(4-(2-acetyl-5-chlorophenyl)-3-methoxy-6-oxopyridazin-1(6H)-yl)-4-phenylbutyrate C(C)(=O)C1=C(C=C(C=C1)Cl)C=1C(=NN(C(C1)=O)[C@H](C(=O)OC)CCC1=CC=CC=C1)OC